N-(2-(4-Fluoro-2-hydroxy-5-isopropylbenzoyl)-1,2,3,4-tetrahydroisoquinolin-7-yl)-N-methylacrylamide FC1=CC(=C(C(=O)N2CC3=CC(=CC=C3CC2)N(C(C=C)=O)C)C=C1C(C)C)O